C(C)(C)C1=CC=C(C=C1)N(C=1C=C2C=3C=CC=CC3C(=CC2=C2C=CC=CC12)N(C1=CC=C(C=C1)C(C)C)C1=CC=C(C=C1)C(C)C)C1=CC=C(C=C1)C(C)C N,N,N',N'-tetrakis(4-isopropylphenyl)chrysen-6,12-diamine